(2,5,7-tri-tert-butyl-indol-3-yl)alanine C(C)(C)(C)C=1NC2=C(C=C(C=C2C1N[C@@H](C)C(=O)O)C(C)(C)C)C(C)(C)C